1-(7-((4-(2,2-difluoroethoxy)-5-(imidazo[1,2-a]pyrimidin-6-yl)pyrrolo[2,1-f][1,2,4]triazin-2-yl)amino)-2-azaspiro[3.5]nonan-2-yl)ethan-1-one FC(COC1=NC(=NN2C1=C(C=C2)C=2C=NC=1N(C2)C=CN1)NC1CCC2(CN(C2)C(C)=O)CC1)F